C(O[C@H]1C[C@H](CC1)C1=NN(C(=C1)NC1=CC(=NC=C1)CCCCCN)C(C)(C)C)(OC1=CC=C(C=C1)[N+](=O)[O-])=O (1R,3S)-3-(5-((2-(5-aminopentyl)pyridin-4-yl)amino)-1-(tert-butyl)-1H-pyrazol-3-yl)cyclopentyl (4-nitrophenyl) carbonate